FC(C=1C(=C(C=CC1)[C@@H](C)NC1=NN(C(C=2C1=CN(C(C2)=O)C21COC(C2)(C1)C)=O)C)F)F (R)-4-((1-(3-(difluoromethyl)-2-fluorophenyl)ethyl)amino)-2-methyl-6-(1-methyl-2-oxabicyclo[2.1.1]hex-4-yl)-2,6-dihydropyrido[3,4-d]pyridazin-1,7-dione